ClC=1C=C(C=CC1OC)NC(N(C)[C@H]1COCC=2NC(C=3C=C(C(=CC3C21)F)F)=O)=O (R)-3-(3-Chloro-4-methoxyphenyl)-1-(8,9-difluoro-6-oxo-1,4,5,6-tetrahydro-2H-pyrano[3,4-c]isoquinolin-1-yl)-1-methylurea